ClC=1C=CC(=NC1)OC(=O)N1CC(C[C@H](C1)N1S(CCC1)(=O)=O)(F)F (5R)-5-(1,1-dioxo-1λ6,2-thiazolidin-2-yl)-3,3-difluoropiperidine-1-carboxylic acid 5-chloropyridin-2-yl ester